C1C2=C(C(O1)=O)C=1C=CC=3C=CC=CC3C1C=C2 phenanthro[1,2-c]furan-3(1H)-one